(3R)-1-[[4-[[4-[[2-(6-methyl-2-pyridyl)pyrimidin-4-yl]amino]pyrimidin-2-yl]amino]phenyl]methyl]pyrrolidin-3-ol CC1=CC=CC(=N1)C1=NC=CC(=N1)NC1=NC(=NC=C1)NC1=CC=C(C=C1)CN1C[C@@H](CC1)O